C(C1=CC=CC=C1)SC1=CC(=C(C#N)C=C1)F 4-(benzylthio)-2-fluorobenzonitrile